N-(4-fluoro-2-methoxy-5-nitrophenyl)carboxamide FC1=CC(=C(C=C1[N+](=O)[O-])NC=O)OC